(S)-6-(8-amino-1-(4-((4-chloropyridin-2-yl)carbamoyl)-2-fluorophenyl)imidazo[1,5-a]pyrazin-3-yl)-5-azaspiro[2.4]heptane-5-carboxylic acid tert-butyl ester C(C)(C)(C)OC(=O)N1CC2(CC2)C[C@H]1C1=NC(=C2N1C=CN=C2N)C2=C(C=C(C=C2)C(NC2=NC=CC(=C2)Cl)=O)F